5-(2-bromo-4-methylphenyl)-2-(((2-(4-(2-hydroxyethyl)piperazin-1-yl)ethyl)amino)methylene)cyclohexane BrC1=C(C=CC(=C1)C)C1CCC(CC1)=CNCCN1CCN(CC1)CCO